ClC1=CC=C(C=C1)/C=C/C(=O)C1=CC=C(C=C1)O (E)-3-(4-Chlorophenyl)-1-(4-hydroxyphenyl)prop-2-en-1-one